The molecule is an L-proline derivative that is the amide obtained by formal condensation of the carboxy group of L-proline with the amino group of 2-naphthylamine. It has a role as a chromogenic compound. It is a N-(2-naphthyl)carboxamide, an amino acid amide and a L-proline derivative. C1C[C@H](NC1)C(=O)NC2=CC3=CC=CC=C3C=C2